(S)-4-((1-methoxy-1-oxo-9-(5,6,7,8-tetrahydro-1,8-naphthyridin-2-yl)nonan-2-yl)carbamoyl)-4-methylpiperidin-1-carboxylic acid tert-butyl ester C(C)(C)(C)OC(=O)N1CCC(CC1)(C)C(N[C@H](C(=O)OC)CCCCCCCC1=NC=2NCCCC2C=C1)=O